N-((4,5-difluoro-1H-benzo[d]imidazol-2-yl)methyl)-6-(4-methylpiperazin-1-yl)-3-(5-methylthiophen-3-yl)imidazo[1,2-b]pyridazin-8-amine FC1=C(C=CC=2NC(=NC21)CNC=2C=1N(N=C(C2)N2CCN(CC2)C)C(=CN1)C1=CSC(=C1)C)F